((S)-3-hydroxy-3-methylcyclobutyl)methanon OC1(CC(C1)C=O)C